C(C)C(C(=O)O)CCCC mono-2-ethyl-hexanoic acid